C(#N)C[C@H]1CN(CCN1)C1=NC(=NN2C1=NC=C2CC2=C1C=NN(C1=CC=C2)C(=O)OC(C)(C)C)OC[C@H]2N(CCC2)C tert-butyl 4-((4-((S)-3-(cyanomethyl) piperazin-1-yl)-2-(((S)-1-methylpyrrolidin-2-yl) methoxy) imidazo[2,1-f][1,2,4]triazin-7-yl) methyl)-1H-indazole-1-carboxylate